4-(2-cyclopropyl-5-{5-[(R)-(1,3-dimethyl-azetidin-3-yl)-hydroxy-(4-isopropyl-phenyl)-methyl]-pyridin-3-yl}-2H-[1,2,4]triazol-3-yl)-tetrahydro-pyran-4-ol C1(CC1)N1N=C(N=C1C1(CCOCC1)O)C=1C=NC=C(C1)[C@](C1=CC=C(C=C1)C(C)C)(O)C1(CN(C1)C)C